SCCN1CCN(CCN(CC1)CCS)CCS 1,4,7-tris(2-mercaptoethyl)-1,4,7-triazacyclononane